1-(4-fluoro-3-(((6-(piperidin-4-yl)pyridin-2-yl)oxy)methyl)phenyl)ethan-1-one FC1=C(C=C(C=C1)C(C)=O)COC1=NC(=CC=C1)C1CCNCC1